(S)-6,8-dichloro-1-methyl-1,2,3,4-tetrahydroisoquinoline N-acetyl-L-phenylalanine salt C(C)(=O)N[C@@H](CC1=CC=CC=C1)C(=O)O.ClC=1C=C2CCN[C@H](C2=C(C1)Cl)C